1-(4-((3-(4-methoxyphenyl)isoxazol-5-yl)amino)pyrimidin-2-yl)piperidine-4-carboxylic acid COC1=CC=C(C=C1)C1=NOC(=C1)NC1=NC(=NC=C1)N1CCC(CC1)C(=O)O